BrC=1C=NN(C1C1=CC=C(C=C1)Br)C1=CC=CC=C1 4-bromo-5-(4-bromophenyl)-1-phenyl-1H-pyrazole